tert-butyl 6-oxo-7-(3-oxo-4H-pyrazino[2,3-b][1,4]oxazin-6-yl)-5-oxa-2,7-diazaspiro[3.4]octane-2-carboxylate O=C1OC2(CN(C2)C(=O)OC(C)(C)C)CN1C1=NC2=C(OCC(N2)=O)N=C1